CC(CC)CCCCC 3-METHYLOCTANE